4-bromo-2-(2-(2-chloroethoxy)ethoxy)pyrimidine BrC1=NC(=NC=C1)OCCOCCCl